7-(4-(6-(Difluoromethyl)imidazo[1,2-b]pyridazin-3-yl)pyridin-2-yl)-5,6,7,8-tetrahydro-[1,2,4]triazolo[4,3-a]pyrazine FC(C=1C=CC=2N(N1)C(=CN2)C2=CC(=NC=C2)N2CC=1N(CC2)C=NN1)F